(E)-1-(tert-butyl)-3-(2-ethoxyvinyl)-1H-pyrazole-4-carboxylic acid ethyl ester C(C)OC(=O)C=1C(=NN(C1)C(C)(C)C)\C=C\OCC